5-[2,3-difluoro-4-[5-methyl-1-[2-(2-pyridylcarbamoylamino)ethyl]pyrazol-4-yl]phenyl]-1-methyl-imidazole-2-carboxamide FC1=C(C=CC(=C1F)C=1C=NN(C1C)CCNC(NC1=NC=CC=C1)=O)C1=CN=C(N1C)C(=O)N